(S)-2-benzylglycine C(C1=CC=CC=C1)[C@H](N)C(=O)O